N-((4-(4-(trifluoromethyl)phenyl)-4,5,6,7-tetrahydropyrazolo[1,5-a]pyrimidin-6-yl)methyl)propiolamide FC(C1=CC=C(C=C1)N1C=2N(CC(C1)CNC(C#C)=O)N=CC2)(F)F